C1(CCCCC1)C(C(=O)C1CCCCC1)=O dicyclohexyl diketone